BrC=1C=C2[C@]3(C=NC(C2=C(C1)F)=O)[C@H](C3)F (1r,2s)-6'-bromo-2,8'-difluoro-1'-oxo-1'H-spiro[cyclopropane-1,4'-isoquinoline]